FC1=C(C=CC(=C1)OC1=CC(=NC=C1)N1C[C@H]([C@@H](C1)OC)F)NC1=NC=NC2=CC(=C(C=C12)NC1CCN(CC1)C(C=C)=O)OC([2H])([2H])[2H] 1-(4-((4-((2-fluoro-4-((2-((3R,4R)-3-fluoro-4-methoxypyrrolidin-1-yl)pyridin-4-yl)oxy)phenyl)amino)-7-(methoxy-d3)quinazolin-6-yl)amino)piperidin-1-yl)prop-2-en-1-one